F[C@H]1CN(CC[C@H]1NC1=CC=CC=2N1N=C(C2CC(F)(F)F)C#CCNC(C2=CC=C(C=C2)OC)=O)C N-[3-(7-{[(3S,4R)-3-fluoro-1-methylpiperidin-4-yl]amino}-3-(2,2,2-trifluoroethyl)pyrazolo[1,5-a]pyridin-2-yl)prop-2-yn-1-yl]-4-methoxybenzamide